methyl (2S)-2-[[(2S)-2-amino-4-methyl-pentanoyl]amino]-3-[(3S)-2-oxopyrrolidin-3-yl]propanoate N[C@H](C(=O)N[C@H](C(=O)OC)C[C@H]1C(NCC1)=O)CC(C)C